N-(5-((5-chloro-4-((2-(ethylsulfonamido)phenyl)amino)pyrimidin-2-yl)amino)-2-((2-(dimethylamino)ethyl)(methyl)amino)-4-methoxyphenyl)acrylamide ClC=1C(=NC(=NC1)NC=1C(=CC(=C(C1)NC(C=C)=O)N(C)CCN(C)C)OC)NC1=C(C=CC=C1)NS(=O)(=O)CC